5-bromo-3-(ethanesulfonyl)-2-[6-(trifluoromethyl)-1H-pyrrolo[3,2-b]pyridin-2-yl]pyridine BrC=1C=C(C(=NC1)C1=CC2=NC=C(C=C2N1)C(F)(F)F)S(=O)(=O)CC